C=C(CS(=O)(=O)O)CS(=O)(=O)O 2-methylene-1,3-propylenedisulfonic acid